diethyl 2-((1-(tert-butoxycarbonyl)-1H-pyrazol-3-yl) oxy)-2-methylmalonate C(C)(C)(C)OC(=O)N1N=C(C=C1)OC(C(=O)OCC)(C(=O)OCC)C